BrCCCCOC1=CC=C(C=C1)C(C=CC1=CC(=CC=C1)F)=O 1-(4-(4-bromobutoxy)phenyl)-3-m-fluorophenyl-2-propen-1-one